4-(2-fluorophenyl)-1-(((S)-10-hydroxy-7-((R)-4,4,4-trifluoro-2-methylbutyryl)-7-azaspiro[4.5]decan-10-yl)methyl)-5-(piperazine-1-carbonyl)pyridin-2(1H)-one FC1=C(C=CC=C1)C1=CC(N(C=C1C(=O)N1CCNCC1)C[C@@]1(CCN(CC12CCCC2)C([C@@H](CC(F)(F)F)C)=O)O)=O